6-[2-Ethyl-5-(trifluoromethyl)imidazo[4,5-b]pyridin-3-yl]-3H-1,3-benzothiazol C(C)C1=NC=2C(=NC(=CC2)C(F)(F)F)N1C1=CC2=C(NCS2)C=C1